(R)-4-(3H-[1,2,3]triazolo[4,5-b]pyridin-3-yl)-2-methyl-N-(8-methylisoquinolin-1-yl)-N-(piperidin-3-yl)benzamide N1=NN(C2=NC=CC=C21)C2=CC(=C(C(=O)N([C@H]1CNCCC1)C1=NC=CC3=CC=CC(=C13)C)C=C2)C